C(C)OC1=NC(=NC(=N1)N1N=CC=C1)NCCOC 4-ethoxy-N-(2-methoxyethyl)-6-(1H-pyrazol-1-yl)-1,3,5-triazin-2-amine